C(C)(C)(C)OC(=O)N1C2CN(CC1C2)C2=NC=C(C=C2)C=2C=1N(C=C(C2)C=2C=NN(C2)C(F)F)N=CC1C#N 3-(5-(3-cyano-6-(1-(difluoromethyl)-1H-pyrazol-4-yl)pyrazolo[1,5-a]pyridin-4-yl)pyridin-2-yl)-3,6-diazabicyclo[3.1.1]heptane-6-carboxylic acid tert-butyl ester